FC1=NC=C(C=2N=CN(C(C21)=O)C)C2=CC=C(C=C2)C(F)(F)F 5-fluoro-3-methyl-8-(4-(trifluoromethyl)phenyl)pyrido[4,3-d]pyrimidin-4(3H)-one